tert-butyl (2R)-3-(4-(1-(3-((tert-butoxycarbonyl)amino)-2-fluoropropyl)-1H-pyrazol-4-yl)phenoxy)-2-hydroxypropanoate C(C)(C)(C)OC(=O)NCC(CN1N=CC(=C1)C1=CC=C(OC[C@H](C(=O)OC(C)(C)C)O)C=C1)F